3-[1H-benzimidazol-2-yl-(5-fluoro-2-hydroxy-phenyl)methyl]-5-ethyl-6-[4-(1-methyl-4-piperidyl)phenyl]-quinazolin-4-one N1C(=NC2=C1C=CC=C2)C(N2C=NC1=CC=C(C(=C1C2=O)CC)C2=CC=C(C=C2)C2CCN(CC2)C)C2=C(C=CC(=C2)F)O